C(C(=C)C)(=O)OC(CC)[Si](OCC)(OCC)OCC triethoxysilyl-propanol methacrylate